Heptanediamine CCCCCCC(N)N